4-[(1Z,3Z)-4-(3,4-dihydroxyphenyl)-2,3-diisocyanobuta-1,3-dienyl]benzene-1,2-diol OC=1C=C(C=CC1O)\C=C(\C(=C\C=1C=C(C(=CC1)O)O)\[N+]#[C-])/[N+]#[C-]